4-bromo-2,6-difluorobenzoic acid BrC1=CC(=C(C(=O)O)C(=C1)F)F